(1H-[1,2,3]TRIAZOL-4-YL)-ACETIC ACID N1N=NC(=C1)CC(=O)O